5-(2-(Dimethylamino)ethoxy)-2-methyl-N-(1-(4-phenoxyphenyl)cyclopropyl)benzamide CN(CCOC=1C=CC(=C(C(=O)NC2(CC2)C2=CC=C(C=C2)OC2=CC=CC=C2)C1)C)C